2-(2,6-dioxopiperidin-3-yl)-5-(((1r,3r)-3-(4-(2-(4-((5-fluoro-2-(5-methyl-1,3,4-oxadiazol-2-yl)pyridin-3-yl)oxy)phenyl)propan-2-yl)phenoxy)cyclobutyl)amino)isoIndoline-1,3-dione O=C1NC(CCC1N1C(C2=CC=C(C=C2C1=O)NC1CC(C1)OC1=CC=C(C=C1)C(C)(C)C1=CC=C(C=C1)OC=1C(=NC=C(C1)F)C=1OC(=NN1)C)=O)=O